2-Amino-7-[5-[[[(1S)-1-(4-fluorophenyl)ethyl]amino]carbonyl]-3-thienyl]-N-[(1S)-1-methylpropyl][1,2,4]triazolo[1,5-a]pyridine-5-carboxamide NC1=NN2C(C=C(C=C2C(=O)N[C@H](CC)C)C2=CSC(=C2)C(=O)N[C@@H](C)C2=CC=C(C=C2)F)=N1